3-(4-((S)-2-(3-(hydroxymethyl)isoxazole-4-carboxamido)-2-((1r,4S)-4-(trifluoromethyl)cyclohexyl)acetamido)phenyl)-2,4-dimethylpyridine 1-oxide OCC1=NOC=C1C(=O)N[C@H](C(=O)NC1=CC=C(C=C1)C=1C(=[N+](C=CC1C)[O-])C)C1CCC(CC1)C(F)(F)F